FC=1C=C2C(=NC=3N(C2=CC1N)C=NN3)N3C1=C(CCCC3)C=CC=C1 7-Fluoro-5-(2,3,4,5-tetrahydro-1H-benzo[b]azepin-1-yl)-[1,2,4]triazolo[4,3-a]quinazolin-8-amine